BrCC=1C=C(OC1C)S(NC(=O)NC1=C2CCCC2=C(C=2CCCC12)F)(=O)=N 1-[[4-(bromomethyl)-5-methylfuran-2-yl](imino)oxo-lambda6-sulfanyl]-3-(8-fluoro-1,2,3,5,6,7-hexahydro-s-indacen-4-yl)urea